CN1CC(CC1)C#CC1=C(C=CC=N1)N1CCOCC1 6-((1-methylpyrrolidin-3-yl)ethynyl)-5-morpholinopyridin